C1(=CC=CC=C1)C=C1C=C(C(C(=C1)C)=O)C 4-phenylmethylene-2,6-dimethyl-2,5-cyclohexaneDiene-1-one